(3S,10S)-7-(4-acryloylpiperazin-1-yl)-10-(5-chloro-2,4-difluorophenyl)-3-(methoxymethyl)-9-(trifluoromethyl)-2,3-dihydro-5H-[1,4]thiazino[2,3,4-ij]quinazolin-5-one C(C=C)(=O)N1CCN(CC1)C1=NC(N2C3=C(C(=C(C=C13)C(F)(F)F)C1=C(C=C(C(=C1)Cl)F)F)SC[C@@H]2COC)=O